7-((adamantan-1-yl)amino)-N-(4-(2,6-dioxopiperidin-3-yl)phenyl)heptanamide C12(CC3CC(CC(C1)C3)C2)NCCCCCCC(=O)NC2=CC=C(C=C2)C2C(NC(CC2)=O)=O